N-(1-((6-chloropyridin-3-yl)((2-(trimethylsilyl)ethoxy)methyl)amino)isoquinolin-6-yl)-1-(hydroxymethyl)cyclopropane-1-carboxamide ClC1=CC=C(C=N1)N(C1=NC=CC2=CC(=CC=C12)NC(=O)C1(CC1)CO)COCC[Si](C)(C)C